NC1=NC(=C(C=2N1N=C(N2)CC2=NC=CC=C2F)C=2C=CC(N(C2)CC)=O)C2=CC=C(C=C2)F 5-(5-amino-7-(4-fluorophenyl)-2-((3-fluoropyridin-2-yl)methyl)-[1,2,4]triazolo[1,5-c]pyrimidin-8-yl)-1-ethylpyridin-2(1H)-one